1-{1-[2-(dimethylamino)ethyl]pyrrolidin-3-yl}-4-oxo-1,4-dihydroquinoline-3-carboxylic acid CN(CCN1CC(CC1)N1C=C(C(C2=CC=CC=C12)=O)C(=O)O)C